N-(3-(1-(2,6-dioxo-piperidin-3-yl)-1H-indazol-6-yl)prop-2-yn-1-yl)-5-(8-(7-isopropyl-1,3-dimethyl-2-oxo-2,3-dihydro-1H-benzo[d]imidazol-5-yl)isoquinolin-3-yl)picolinamide O=C1NC(CCC1N1N=CC2=CC=C(C=C12)C#CCNC(C1=NC=C(C=C1)C=1N=CC2=C(C=CC=C2C1)C1=CC2=C(N(C(N2C)=O)C)C(=C1)C(C)C)=O)=O